N1C=C(C=2C1=CN=CC2)C2=CC(=NC=C2)N 4-(1H-pyrrolo[2,3-c]pyridin-3-yl)pyridin-2-amine